5-hydroxy-3,7-bis(methoxymethoxy)-4H-benzopyran-4-one OC1=CC(=CC2=C1C(C(=CO2)OCOC)=O)OCOC